FC(C1=NN=C(O1)C1=CC=C(CN(C(=S)N2CC3(C2)CNC3)C3=CC(=CC=C3)F)C=C1)F N-(4-(5-(difluoromethyl)-1,3,4-oxadiazol-2-yl)benzyl)-N-(3-fluorophenyl)-2,6-diazaspiro[3.3]heptane-2-thioamide